C(CC)[Ni](Cl)Cl propylnickel dichloride